4-[(4R)-7-chloro-10-[3-(4-chloro-3,5-dimethyl-phenoxy)propyl]-4-methyl-1-oxo-6-(1,3,5-trimethylpyrazol-4-yl)-3,4-dihydropyrazino[1,2-a]indol-2-yl]-2-methyl-indazole-3-carboxylic acid ClC=1C=CC=2C(=C3N(C2C1C=1C(=NN(C1C)C)C)[C@@H](CN(C3=O)C=3C1=C(N(N=C1C=CC3)C)C(=O)O)C)CCCOC3=CC(=C(C(=C3)C)Cl)C